C(C(=C)C)(=O)OCCC[Si](OC)(OC)OC Methacryloxypropyltri-methoxysilan